8-oxa-3-azabicyclo[3.2.1]octane-3-carboxamidine C12CN(CC(CC1)O2)C(=N)N